2-Sulfotryptophan S(=O)(=O)(O)C1=C(C[C@H](N)C(=O)O)C2=CC=CC=C2N1